OC1=C(C(=CC2=C(C(=C(C(=C12)C=O)O)O)C(C)C)C)C1=C(C2=C(C(=C(C(=C2C=C1C)C(C)C)O)O)C=O)O 1,1',6,6',7,7'-Hexahydroxy-5,5'-diisopropyl-3,3'-dimethyl-2,2'-binaphthalene-8,8'-dicarbaldehyde